OC(CC(=O)[O-])(C)C.[K+] potassium β-hydroxy-β-methylbutyrate